ClC=1C=C(C=CC1F)N([Si](C)(C)C)[Si](C)(C)C 2-(3-chloro-4-fluorophenyl)-1,1,1,3,3,3-hexamethyldisilazane